BrC=1C2=C(C(=NC1)NCC=1C=C(C(=O)NC=3SC4=C(N3)CCC(C4)NC(OC(C)(C)C)=O)C=CC1)CCO2 tert-Butyl (2-(3-(((7-bromo-2,3-dihydrofuro[3,2-c]pyridin-4-yl)amino)-methyl)benzamido)-4,5,6,7-tetrahydrobenzo[d]thiazol-6-yl)carbamate